methyl (S)-4-(3-formylphenyl)-2-(pyrazine-2-carboxamido)butanoate C(=O)C=1C=C(C=CC1)CC[C@@H](C(=O)OC)NC(=O)C1=NC=CN=C1